triEthylheptylammonium bis(trifluoromethanesulfonyl)imide [N-](S(=O)(=O)C(F)(F)F)S(=O)(=O)C(F)(F)F.C(C)[N+](CCCCCCC)(CC)CC